C[NH-] N-methylamid